[Si](C)(C)(C(C)(C)C)OCC=C1CCN(CC1)C(=O)OC(C)(C)C Tert-Butyl 4-{2-[(tert-butyldimethylsilyl)oxy]ethylidene}piperidine-1-carboxylate